C(C)(C)(C)[C@H]1CC[C@H](CC1)NC(C1=CC(=CC(=C1)NC(=O)[C@@H]1CC[C@@H](CC1)C(C)C)NC(=O)[C@@H]1CC[C@@H](CC1)C(C)C)=O N-(cis-4-tert-butylcyclohexyl)-3,5-bis-[cis-4-isopropylcyclohexylcarbonyl-amino]-benzamide